4'-cyano-5-(6-((4-cyano-2-fluorobenzyl)oxy)pyridin-2-yl)-[1,1'-biphenyl] C(#N)C1=CC=C(C=C1)C1=CC=CC(=C1)C1=NC(=CC=C1)OCC1=C(C=C(C=C1)C#N)F